N-(2-bromopropyl)phthalimide BrC(CN1C(C=2C(C1=O)=CC=CC2)=O)C